FC1=CC=C(C=C1)NCC=1C(=C(C=NC1)O)CO 5-[(4-Fluoro-phenylamino)-methyl]-3-hydroxy-4-hydroxymethyl-pyridin